(diethyl 1,1,1-trifluoro-2-propyl) succinate C(CCC(=O)[O-])(=O)OC(C(F)(F)F)C(CC)CC